tert-butyl (4-bromopyridin-2-yl)sulfonyl(tert-butyl)carbamate BrC1=CC(=NC=C1)S(=O)(=O)N(C(OC(C)(C)C)=O)C(C)(C)C